(3R)-1,4-thiazine-3-carboxylic acid S1CC(=NC=C1)C(=O)O